(1r,4r)-N1,N1-dibenzyl-N4-(2-fluoroethyl)cyclohexane-1,4-diamine C(C1=CC=CC=C1)N(C1CCC(CC1)NCCF)CC1=CC=CC=C1